C1(CC1)C=1C(=CN=NC1)C1=NC(=C2NC=NC2=N1)NCC1=CC=C(C=C1)C=1N(C=C(N1)C(F)(F)F)C(C)C 2-(5-cyclopropylpyridazin-4-yl)-N-(4-(1-isopropyl-4-(trifluoromethyl)-1H-imidazol-2-yl)benzyl)-7H-purin-6-amine